C(C)OC(C1=C(C=CC(=C1)C)N)=O 5-methyl-2-aminobenzoic acid ethyl ester